alpha-n-octylamino-pregn-5-en C(CCCCCCC)NCC[C@H]1CC[C@H]2[C@@H]3CC=C4CCCC[C@]4(C)[C@H]3CC[C@]12C